3-bromo-2-chloro-5-nitropyridin-4-amine BrC=1C(=NC=C(C1N)[N+](=O)[O-])Cl